2,2',3,3',5,5',6,6'-octafluoro-4,4'-dibromobiphenyl FC1=C(C(=C(C(=C1F)Br)F)F)C1=C(C(=C(C(=C1F)F)Br)F)F